1,2-epoxy-4-(2-methyloxiranyl)-1-methylcyclohexane CC1(OC1)C1CC2C(CC1)(O2)C